5-(4-chloro-2-fluoro-phenyl)-2,3-dimethyl-7-((2S)-2-(3-(trifluoro-methyl)phenyl)-4-morpholinyl)pyrido-[4,3-d]pyrimidin-4(3H)-one ClC1=CC(=C(C=C1)C1=NC(=CC=2N=C(N(C(C21)=O)C)C)N2C[C@@H](OCC2)C2=CC(=CC=C2)C(F)(F)F)F